BrC1=CC(=C(C(=C1)C(F)(F)F)NC1CC(C1)(O)C)[N+](=O)[O-] (cis)-3-[4-bromo-2-nitro-6-(trifluoromethyl)phenylamino]-1-methylcyclobutanol